O=C1NC(CCC1N1C(C2=CC=CC(=C2C1=O)N[C@@H](C)C1=C(C=C(C=C1)OC)F)=O)=O 2-(2,6-dioxopiperidin-3-yl)-4-(((S)-1-(2-fluoro-4-methoxyphenyl)ethyl)amino)isoindoline-1,3-dione